C1(CC1)S(=O)(=O)NC=1SC=C(N1)[C@@H](C(=O)NC1=C(C=C(C=C1)C1=NC(=CN=C1)OCC)F)CC (S)-2-(2-(cyclopropanesulfonylamino)thiazol-4-yl)-N-(4-(6-ethoxypyrazin-2-yl)-2-fluorophenyl)butanamide